C(C)(C)(C)N(C(O)=O)CC=1C=NC(=CC1C1=NN(C=C1)CC#N)C1=CC=C(C=C1)F.COC1=C(C=CC=C1)C1=NC(=NC(=N1)C1=C(C=CC=C1)OC)C1=C(C=C(C=C1)OCCOC(C=C)=O)O 2,4-Bis(2-methoxyphenyl)-6-[2-hydroxy-4-(2-acryloyloxyethoxy)phenyl]s-triazine tert-butyl-((4-(1-(cyanomethyl)-1H-pyrazol-3-yl)-6-(4-fluorophenyl)pyridin-3-yl)methyl)carbamate